2,5-dichloro-N-(2-(((R)-1-((5S,7R)-5,7-dimethyl-4-oxo-1,3,6,2-dioxazaborocan-2-yl)-3-methylbutyl)amino)-2-oxoethyl)benzamide ClC1=C(C(=O)NCC(=O)N[C@@H](CC(C)C)B2OC[C@H](N[C@H](C(O2)=O)C)C)C=C(C=C1)Cl